C(CC(O)(C(=O)O)CC(=O)O)(=O)O.C(C)CC(O)(N)CC diethyl-aminoethanol citrate